3-((7S)-2-((4-chlorophenyl)(hydroxy)methyl)-6-(methoxycarbonyl)-7-methyl-6,7,8,9-tetrahydro-3H-imidazo[4,5-f]quinolin-3-yl)cyclohexane-1-carboxylic acid ClC1=CC=C(C=C1)C(C=1N(C=2C(=C3CC[C@@H](N(C3=CC2)C(=O)OC)C)N1)C1CC(CCC1)C(=O)O)O